COC=1C=C(C=CC1OC)C=1C=C(OC1)C(CCC(=O)O)=O 4-(4-(3,4-dimethoxyphenyl)furan-2-yl)-4-oxobutyric acid